3-((2S,5R)-2-methyl-5-((5-(oxazol-2-yl)-1H-pyrrolo[2,3-b]pyridin-4-yl)amino)piperidin-1-yl)-3-oxopropanenitrile C[C@@H]1N(C[C@@H](CC1)NC1=C2C(=NC=C1C=1OC=CN1)NC=C2)C(CC#N)=O